NC1=C(C=C(C=N1)NC(C(=O)N1[C@@H](CC[C@H](C1)C)C=1C=NC(=CC1)NS(=O)(=O)C)=O)CC |o1:12,15| rel-N-(6-amino-5-ethyl-3-pyridyl)-2-[(2S,5R)-2-[6-(methanesulfonamido)-3-pyridyl]-5-methyl-1-piperidyl]-2-oxo-acetamide